C[C@@H]1CN(C[C@@H](N1)C)C1=NC=CC(=N1)CNC=1C2=C(N=CN1)NC=C2C=2C=NC=NC2 N-((2-((3R,5S)-3,5-Dimethylpiperazin-1-yl)pyrimidin-4-yl)methyl)-5-(pyrimidin-5-yl)-7H-pyrrolo[2,3-d]pyrimidin-4-amine